2-Chloro-5-((R)-9-((R*)-1-(2,2-difluorobenzo[d][1,3]dioxol-5-yl)ethyl)-3-methyl-10-oxo-1,2,3,4,7,8,9,10-octahydropyrido[4',3':3,4]pyrazolo[1,5-a]pyrazine-2-carbonyl)benzonitrile ClC1=C(C#N)C=C(C=C1)C(=O)N1CC=2C(=NN3C2C(N(CC3)[C@H](C)C3=CC2=C(OC(O2)(F)F)C=C3)=O)C[C@H]1C |o1:22|